(1-amino-4-((4-(tert-butyl)phenyl)amino)cyclohexyl)methanol NC1(CCC(CC1)NC1=CC=C(C=C1)C(C)(C)C)CO